N1CC(C1)C(=O)N1CC(CCC1)C=1C=C2C(=C(NC2=CC1)C1=CC(=NC(=C1)C)C)C(C)C Azetidin-3-yl(3-(2-(2,6-dimethylpyridin-4-yl)-3-isopropyl-1H-indol-5-yl)piperidin-1-yl)methanon